COCCOC1=NNC2=NC=C(C=C21)N2C[C@@H]1OCCN([C@H]1CC2)C(=O)NC=2C(N(C=C(C2)C(F)(F)F)C)=O (4aS,8aS)-6-(3-(2-methoxyethoxy)-1H-pyrazolo[3,4-b]pyridin-5-yl)-N-(1-methyl-2-oxo-5-(trifluoromethyl)-1,2-dihydropyridin-3-yl)octahydro-1H-pyrido[3,4-b][1,4]oxazine-1-carboxamide